C(C)(C)(C)C1=CC=C(C=C1)C1=NOC(C1)C(=O)N[C@@H](CC(C)C)B(O)O ((1R)-1-(3-(4-(tert-butyl)phenyl)-4,5-dihydroisoxazole-5-carboxamido)-3-methylbutyl)boronic acid